OC1=CC=C(C=C1)[C@@H]1CCN(CC[C@@H]1COC=1C=C2C(NCC2=CC1)=O)C(=O)OC(C)(C)C tert-butyl (cis)-4-(4-hydroxyphenyl)-5-[((3-oxo-2,3-dihydro-1H-isoindol-5-yl)oxy)methyl]azepane-1-carboxylate